C(C)(C)(C)OC(=O)NC12CCC(CC1)(CC2)C=2SC=C(N2)C(=O)N[C@@H](CO)C(=O)N[C@H](CO)C(=O)OC Methyl (2-(4-((tert-butoxycarbonyl)amino)bicyclo[2.2.2]octan-1-yl)thiazole-4-carbonyl)-L-seryl-D-serinate